[2-[2-[tert-butyl(dimethyl)silyl]oxyethyl]-4-iodo-5-[(1-methylsulfonyl-4-piperidyl)oxy]pyrazol-3-yl]methanol [Si](C)(C)(C(C)(C)C)OCCN1N=C(C(=C1CO)I)OC1CCN(CC1)S(=O)(=O)C